3-(Benzyloxy)-5-bromo-2-methylpyridin-4(1H)-one C(C1=CC=CC=C1)OC1=C(NC=C(C1=O)Br)C